2-(5-(trifluoromethyl)-1,2,4-oxadiazol-3-yl)-4,5,6,7-tetrahydrothieno[2,3-c]pyridin-6-ium 2,2,2-trifluoroacetate FC(C(=O)[O-])(F)F.FC(C1=NC(=NO1)C1=CC2=C(C[NH2+]CC2)S1)(F)F